(9Z,12Z)-N-methyl-N-(2-(pyridin-2-yldisulfanyl)ethyl)octadeca-9,12-dien-1-amine CN(CCCCCCCC\C=C/C\C=C/CCCCC)CCSSC1=NC=CC=C1